(R)-3-(1-(3-((R)-1-(2,4-dichlorophenyl)ethyl)-7-methyl-3H-[1,2,3]triazolo[4,5-d]pyrimidin-5-yl)azetidin-3-yl)piperidin-1-ol ClC1=C(C=CC(=C1)Cl)[C@@H](C)N1N=NC2=C1N=C(N=C2C)N2CC(C2)[C@@H]2CN(CCC2)O